8-amino-N-(2-(1-methyl-1H-pyrazol-4-yl)ethyl)-3-(2-methyl-5-(methylsulfonyl)phenyl)imidazo[1,2-a]pyrazine-6-carboxamide trifluoroacetate salt FC(C(=O)O)(F)F.NC=1C=2N(C=C(N1)C(=O)NCCC=1C=NN(C1)C)C(=CN2)C2=C(C=CC(=C2)S(=O)(=O)C)C